CC1=CC=C(C=C1)S(=O)(=O)OCCOCCOCCOCCOCCNC(=O)OC(C)(C)C 2-(2-{2-[2-(2-tert-Butoxycarbonylamino-ethoxy)-ethoxy]-ethoxy}-ethoxy)-ethyl p-toluenesulfonate